(4-(2-(2,6-dimethylpyridin-4-yl)-3-isopropyl-1H-indol-5-yl)piperidin-1-yl)(1-hydroxycyclopropyl)methanone CC1=NC(=CC(=C1)C=1NC2=CC=C(C=C2C1C(C)C)C1CCN(CC1)C(=O)C1(CC1)O)C